CCCNCCCCC(NCNC(CCC(=O)O)C(=O)O)C(=O)O 4,10,12-triazapentadecane-9,13,15-tricarboxylic acid